6-(5-Methyl-1-[1-[(3R)-pyrrolidin-3-yl]azetidin-3-yl]pyrazol-4-yl)-4-[(1R)-1-(pyridin-2-yl)ethoxy]pyrazolo[1,5-a]pyridine-3-carbonitrile CC1=C(C=NN1C1CN(C1)[C@H]1CNCC1)C=1C=C(C=2N(C1)N=CC2C#N)O[C@H](C)C2=NC=CC=C2